tert-butyl 4-[5-methyl-1-[4-(trifluoromethoxy)phenyl]pyrazol-3-yl]piperidine-1-carboxylate CC1=CC(=NN1C1=CC=C(C=C1)OC(F)(F)F)C1CCN(CC1)C(=O)OC(C)(C)C